4-((5-(trifluoromethyl)pyridin-2-yl)oxy)benzoic acid FC(C=1C=CC(=NC1)OC1=CC=C(C(=O)O)C=C1)(F)F